S-cyanoethyl MethylThioSulfonate CS(=O)(=O)SCCC#N